N-(heptane-4-yl)benzo[b]thiophene-3-carboxamide CCCC(CCC)NC(=O)C=1C2=C(SC1)C=CC=C2